C(C=C(C)CCC=C(C)CCC=C(C)C)N1C(CCCCC1)=O 1-farnesylazacycloheptan-2-one